O1CCOC12CCC(CC2)C2=CC=C(C=C2)C2=NN(C(=C2C(C)C)C=2C=C(C=1N(C2)N=CN1)C)COCC[Si](C)(C)C 6-(3-(4-(1,4-dioxaspiro[4.5]dec-8-yl)phenyl)-4-isopropyl-1-((2-(trimethylsilyl)ethoxy)methyl)-1H-pyrazol-5-yl)-8-methyl-[1,2,4]triazolo[1,5-a]pyridine